3-(4-phenoxyphenyl)-1-((1r,4r)-4-(4-(piperidin-4-ylmethyl)piperazin-1-yl)cyclohexyl)-1H-pyrazolo[3,4-d]pyrimidin-4-amine O(C1=CC=CC=C1)C1=CC=C(C=C1)C1=NN(C2=NC=NC(=C21)N)C2CCC(CC2)N2CCN(CC2)CC2CCNCC2